FC(C1=CC=CC(=N1)[C@@H](C)N)(F)F (R)-1-(6-(trifluoromethyl)pyridin-2-yl)ethan-1-amine